O1CC[C@@H](C2=CC=CC=C12)NC(=O)C=1C=NC=2N(C1C(C)C)N=C(C2C2=CC(=C(C=C2)F)F)C (S)-N-(chroman-4-yl)-3-(3,4-difluorophenyl)-7-isopropyl-2-methylpyrazolo[1,5-a]pyrimidine-6-carboxamide